P(=O)(O)(O)O[C@@H](CC(C(=O)O)=O)[C@@H](O)[C@@H](O)[C@H](OC)[C@H](O)CO monophospho-3-deoxy-7-O-methyl-D-glycero-D-galacto-nonulosonic acid